NCCN1CCN(CC1)C=1C=C2C(N(C(C2=CC1)=O)C1C(NC(CC1)=O)=O)=O 5-(4-(2-aminoethyl)piperazin-1-yl)-2-(2,6-dioxopiperidin-3-yl)isoindoline-1,3-dione